N1=C(C=CC=C1)C(=O)OCN1C(CCC2=CC=C(C=C12)CCN1CCN(CC1)C1=CC(=CC=2SC=CC21)F)=O (7-(2-(4-(6-fluorobenzo[b]thiophen-4-yl)piperazin-1-yl)ethyl)-2-oxo-3,4-dihydroquinolin-1(2H)-yl)methyl picolinate